ICCCOC=1C=C2CC[C@](OC2=C(C1C)C)(CCC=C(CCC=C(CCC=C(C)C)C)C)C (R)-6-(3-Iodopropoxy)-2,7,8-trimethyl-2-(4,8,12-trimethyltrideca-3,7,11-trien-1-yl)-chromane